2-(4-(8-chloro-7-((7-fluoro-2-methyl-1H-benzo[d]imidazol-6-yl)oxy)quinoxalin-2-yl)-1H-pyrazol-1-yl)-1-morpholinoethanone ClC=1C(=CC=C2N=CC(=NC12)C=1C=NN(C1)CC(=O)N1CCOCC1)OC=1C=CC2=C(NC(=N2)C)C1F